2-(((tert-Butoxycarbonyl)amino)methyl)-5-methyl-1H-indole-6-carboxylic acid C(C)(C)(C)OC(=O)NCC=1NC2=CC(=C(C=C2C1)C)C(=O)O